COC1=CC=C(C=C1)C(O[C@H]1[C@@H](O[C@@H]([C@H]1O)COC(C1=CC=CC=C1)(C1=CC=C(C=C1)OC)C1=CC=C(C=C1)OC)N1C=NC=2C(N)=NC(=NC12)I)(C1=CC=CC=C1)C1=CC=C(C=C1)OC 2',5'-Bis-O-[bis(4-methoxyphenyl)(phenyl)methyl]-2-iodoadenosine